BrC1=CC(=C(C=C1)N1C(=NC2=CC(=C(C=C2C1=O)I)F)CC)C 3-(4-bromo-2-methylphenyl)-2-ethyl-7-fluoro-6-iodoquinazolin-4(3H)-one